7-benzyl-1-isobutyl-N-(3-methylbenzyl)-1,2,3,6,7,7a-hexahydro-3aH-3,6-methanopyrrolo[3,2-b]pyridine-3a-carboxamide C(C1=CC=CC=C1)C1C2C3(N=CC1CC3CN2CC(C)C)C(=O)NCC2=CC(=CC=C2)C